N1CC(CCC1)N1C=NC2=NC=CC=C21 1-(piperidin-3-yl)-1H-imidazo[4,5-b]pyridine